O1C(=CC=C1)C(=O)OCC1=CC=CC=C1 benzyl furoate